(S)-(3-(1-amino-1,3-dihydrospiro[inden-2,4'-piperidin]-1'-yl)-6-(2-(2-chloro-3-fluoropyridin-4-yl)vinyl)pyrazin-2-yl)methanol N[C@@H]1C2=CC=CC=C2CC12CCN(CC2)C=2C(=NC(=CN2)C=CC2=C(C(=NC=C2)Cl)F)CO